naphthylmethyl-ammonium bromide [Br-].C1(=CC=CC2=CC=CC=C12)C[NH3+]